FC1=C(CCC=2OC=CN2)C=CC(=C1)C(F)(F)F 2-(2-fluoro-4-(trifluoromethyl)phenethyl)oxazole